FC1=C(OC(O1)=C(F)F)C(F)(F)F perfluoro-(2-methylene-4-methyl-1,3-dioxole)